ClCC(=O)[O-].[Na+] sodium chloroacetic acid salt